N-(5-(3,5-difluorobenzyl)-1H-indazol-3-yl)-4-(4-(4-(1-(2,6-dioxopiperidin-3-yl)-1H-benzo[d]imidazol-4-yl)butyl)piperazin-1-yl)-2-((tetrahydro-2H-pyran-4-yl)amino)benzamide FC=1C=C(CC=2C=C3C(=NNC3=CC2)NC(C2=C(C=C(C=C2)N2CCN(CC2)CCCCC2=CC=CC=3N(C=NC32)C3C(NC(CC3)=O)=O)NC3CCOCC3)=O)C=C(C1)F